(E)-4-(dimethylamino)-1-(3-(6-(5-methyl-1H-indazol-4-yl)benzofuran-2-yl)azetidin-1-yl)but-2-en-1-one CN(C/C=C/C(=O)N1CC(C1)C=1OC2=C(C1)C=CC(=C2)C2=C1C=NNC1=CC=C2C)C